C1(=CC=CC2=CC3=CC=CC=C3C=C12)C1=C(C=CC=C1)N=NC1=CC=CC=C1 anthryl-azobenzene